(2-fluoroethyl) (trifluoromethyl) sulfate S(=O)(=O)(OCCF)OC(F)(F)F